methyl (S)-2-(2-(1H-pyrazol-1-yl)ethyl)-3-(2,2-dimethoxyethyl)-7-methyl-3,7,8,9-tetrahydro-6H-imidazo[4,5-f]quinoline-6-carboxylate N1(N=CC=C1)CCC=1N(C=2C(=C3CC[C@@H](N(C3=CC2)C(=O)OC)C)N1)CC(OC)OC